COC1=C(C=CC=C1C1=NN(C=N1)C)NC1=C2C(=NC(=C1)NC1=NC=CC=C1)NN(C2=O)C 4-((2-methoxy-3-(1-methyl-1H-1,2,4-triazol-3-yl)phenyl)amino)-2-methyl-6-(pyridin-2-ylamino)-1,2-dihydro-3H-pyrazolo[3,4-b]pyridin-3-one